(R)-2-((6-bromo-4-quinazolinyl)amino)-3-(methylseleno)-1-(1-piperidinyl)propan-1-one BrC=1C=C2C(=NC=NC2=CC1)N[C@H](C(=O)N1CCCCC1)C[Se]C